BrC=1C(=C(C2=C(ONO2)C1)O)C=O 6-bromo-4-hydroxybenzo[d][1,3]dioxazole-5-carboxaldehyde